C(#C)C1CCN(CC1)C(=O)OC(C)(C)C tert-Butyl 4-ethynylpiperidine-1-carboxylate